N-(3-METHOXY-2-METHYL-2H-INDAZOL-7-YL)-1-(2-(TRIFLUOROMETHYL)PYRIDIN-4-YL)-1H-PYRAZOLE-4-SULFONAMIDE COC=1N(N=C2C(=CC=CC12)NS(=O)(=O)C=1C=NN(C1)C1=CC(=NC=C1)C(F)(F)F)C